5-fluoro-N-(3-fluorobenzyl)-6-(trifluoromethyl)benzo[d]isothiazol-3-amine FC=1C(=CC2=C(C(=NS2)NCC2=CC(=CC=C2)F)C1)C(F)(F)F